C1(CC1)C1=NC=CC=C1N1C(C2=C(C=3C=CC(=NC13)C(F)(F)F)N(C=N2)C)=O 5-(2-cyclopropylpyridin-3-yl)-1-methyl-7-(trifluoromethyl)-1,5-dihydro-4H-imidazo[4,5-c][1,8]Naphthyridin-4-one